5-[6-[2-hydroxy-6-methyl-4-(trifluoromethyl)phenyl]-3-methyl-pyrazolo[3,4-b]pyridin-2-yl]hexahydropyrimidin-2-one OC1=C(C(=CC(=C1)C(F)(F)F)C)C=1C=CC=2C(N1)=NN(C2C)C2CNC(NC2)=O